C1=C(C=CC2=CC=CC=C12)C(=O)[O-] naphthalene-2-carboxylate